CC(CC(=O)N1CCN(C2=CC=CC=C12)C(=O)N1CCNCC1)(C)C 3,3-dimethyl-1-(4-(piperazine-1-carbonyl)-3,4-dihydroquinoxaline-1(2H)-yl)butan-1-one